CC=1C(C2=C(CCN(CC2)CCCNC)C(C1C)=O)=O 7,8-dimethyl-3-(3-(methylamino)propyl)-2,3,4,5-tetrahydro-1H-benzo[d]azepine-6,9-dione